CN1C(=CCC1)CN (S)-(1-methylpyrrolin-2-yl)methylamine